C(C)(=O)OOC1=NN(C(=N1)C1=C(C(=C(C=C1)F)CCOC)F)C1=C(C=C(C=C1)Br)F Methoxyethyl-{[1-(4-bromo-2-fluorophenyl)-5-(2,4-difluorophenyl)-1H-1,2,4-triazole-3-yl]oxy} acetate